C(C)(C)(C)[Si](O)(C1=CC=CC=C1)C1=CC=CC=C1 tert-butyl-diphenyl-silanol